C(N)(=O)C1=CC=C(C=C1)C=1C=CC=2N(C1)N=NC2C(=O)NC=2C(=NC=C(C2)NC(CN2[C@H](CCC2)C)=O)C 6-(4-carbamoylphenyl)-N-[2-methyl-5-[[2-[(2S)-2-methylpyrrolidin-1-yl]acetyl]amino]-3-pyridyl]triazolo[1,5-a]pyridine-3-carboxamide